Ethyl (1R,6S,7S,8S)-8-aminotricyclo[4.2.2.02,5]decane-7-carboxylate N[C@@H]1[C@H]([C@@H]2C3CCC3[C@H]1CC2)C(=O)OCC